ClC1=CC=C(C(=N1)C(=O)NS(=O)(=O)C)N[C@H](C)C=1C=C(C=C2C(N(C(=NC12)N1CCC(CC1)N1N=CC(=C1)C)C)=O)C (R)-6-chloro-3-((1-(3,6-dimethyl-2-(4-(4-methyl-1H-pyrazol-1-yl)piperidin-1-yl)-4-oxo-3,4-dihydroquinazolin-8-yl)ethyl)amino)-N-(methylsulfonyl)picolinamide